COC1=CC=C(CN2C(NC=CC2=O)=O)C=C1 3-(4-methoxybenzyl)pyrimidine-2,4(1H,3H)-dione